diethylammonium octylsulfate C(CCCCCCC)OS(=O)(=O)[O-].C(C)[NH2+]CC